NC1CCC(CC1)C=1C(=NC(=NC1)NC)N(C)C1=NNC(=C1)C1CCCC1 ((1R,4R)-4-aminocyclohexyl)-N4-(5-cyclopentyl-1H-pyrazol-3-yl)-N2,N4-dimethylpyrimidine-2,4-diamine